C(C)C=1C(=CC(=C(C(=O)OC)C1)O)O Methyl 5-ethyl-2,4-dihydroxybenzoate